6-(3-(2,5-difluorophenoxy)-7,8-dihydro-1,6-naphthyridin-6(5H)-yl)-5-methylpyridazine FC1=C(OC=2C=NC=3CCN(CC3C2)C2=C(C=CN=N2)C)C=C(C=C1)F